C12C(C3CC(CC(C1)C3)C2)CC(=O)NC2=CC3=C(NC(=N3)CC3=CC=C(C=C3)O)C=C2 (2-adamantyl)-N-[2-[(4-hydroxyphenyl)methyl]-1H-benzimidazol-5-yl]acetamide